C(CC)[C@@H]1CC[C@H](CC1)[C@@H]1CC[C@H](CC1)C=C trans-4-(trans-4'-n-propylcyclohexyl)cyclohexyl-ethylene